N=1C=NN2C1C=C(C=C2)OC2=C(C(=C(C=C2)NC=2C1=C(N=CN2)C=CC(=N1)N1C[C@H](NCC1)C)F)C (R)-N-(4-([1,2,4]triazolo[1,5-a]pyridin-7-yloxy)-2-fluoro-3-methylphenyl)-6-(3-methylpiperazin-1-yl)pyrido[3,2-d]pyrimidin-4-amine